Cl.FC1=C(C=C(CC2=NNC(C3=CC=CC=C23)=O)C=C1)C(=O)N1CC(C1)N[C@@H](COC)C (R)-4-(4-fluoro-3-(3-((1-methoxypropan-2-yl)amino)azetidine-1-carbonyl)benzyl)phthalazin-1(2H)-one hydrochloride